1-(3-Chlorophenyl)-1,1-difluoro-3-methylbutan-2-one ClC=1C=C(C=CC1)C(C(C(C)C)=O)(F)F